CO[C@@H]1C=C2[C@@H]3CC[C@H]([C@@H](/C=C/[C@@H](C(C)C)C)C)[C@]3(CC=C2[C@]2(CC[C@@H](C[C@]12O)O)C)C (22E,24R)-6β-methoxyergosta-7,9(11),22-triene-3β,5α-diol